NCCS(=O)(=O)N1CCN(CC1)C(=O)OC(C)(C)C tert-butyl 4-((2-aminoethyl)sulfonyl)piperazine-1-carboxylate